6-[1-(oxetan-3-yl)-1H-pyrazolo[3,4-b]pyrazin-6-yl]-2-[6-(trifluoromethyl)pyridin-3-yl]-2,6-diazaspiro[3.4]octane O1CC(C1)N1N=CC=2C1=NC(=CN2)N2CC1(CN(C1)C=1C=NC(=CC1)C(F)(F)F)CC2